7-(pyridin-3-ylamino)pyrazolo[1,5-a]Pyrimidine-3-carbonitrile N1=CC(=CC=C1)NC1=CC=NC=2N1N=CC2C#N